2-(2-chlorophenyl)-N-(5-sulfamoyl-1-(p-tolyloxy)isoquinolin-7-yl)acetamide tin-iron [Fe].[Sn].ClC1=C(C=CC=C1)CC(=O)NC1=CC(=C2C=CN=C(C2=C1)OC1=CC=C(C=C1)C)S(N)(=O)=O